6-((endo-8-Azabicyclo[3.2.1]octan-3-yl)oxy)-N-(4-([1,2,4]triazolo[1,5-a]pyridin-7-yloxy)-3-methylphenyl)-7-methoxyquinazolin-4-amine C12CC(CC(CC1)N2)OC=2C=C1C(=NC=NC1=CC2OC)NC2=CC(=C(C=C2)OC2=CC=1N(C=C2)N=CN1)C